C(C=C)(=O)OCC.[Li] lithium ethyl acrylate